2-(6-Chloro-benzothiazol-2-ylamino)-1-methyl-1H-benzoimidazole-5-carboxylic acid [2-(2,2-difluoro-ethoxy)-ethyl]-amide FC(COCCNC(=O)C1=CC2=C(N(C(=N2)NC=2SC3=C(N2)C=CC(=C3)Cl)C)C=C1)F